2-(2,6-dioxo-3-piperidyl)-5-[4-[[4-[[1-[2-[5-(1-methylcyclopropoxy)-1H-indazol-3-yl]-4-pyridyl]-4-piperidyl]methyl]piperazin-1-yl]methyl]-1-piperidyl]isoindoline-1,3-dione O=C1NC(CCC1N1C(C2=CC=C(C=C2C1=O)N1CCC(CC1)CN1CCN(CC1)CC1CCN(CC1)C1=CC(=NC=C1)C1=NNC2=CC=C(C=C12)OC1(CC1)C)=O)=O